NC=1C=C(C#N)C=CC1N1CCN(CC1)CC1=CSC=C1 3-amino-4-(4-(thiophen-3-ylmethyl)piperazin-1-yl)benzonitrile